O=C1NC(CCC1N1C(N(C2=C1C=CC(=C2)CCCC2CCN(CC2)CC2CCC(CC2)NC(OC(C)(C)C)=O)C)=O)=O tert-butyl N-[4-[[4-[3-[1-(2,6-dioxo-3-piperidyl)-3-methyl-2-oxo-benzimidazol-5-yl] propyl]-1-piperidyl]methyl]cyclohexyl]carbamate